Cl.C(C)N=C=NCCCN(C)C 1-ethyl-3-[3-dimethylaminopropyl]-carbodiimide hydrochloride